8-[(1R)-1-[[3-(methoxymethoxy)-1,2-benzoxazol-4-yl]amino]ethyl]-3,6-dimethyl-2-morpholino-quinazolin-4-one COCOC1=NOC2=C1C(=CC=C2)N[C@H](C)C=2C=C(C=C1C(N(C(=NC21)N2CCOCC2)C)=O)C